[1-[3-(4-fluorophenyl) phenyl]-2-(5-methyl-1,3,4-oxadiazol-2-yl) ethyl] carbamate C(N)(OC(CC=1OC(=NN1)C)C1=CC(=CC=C1)C1=CC=C(C=C1)F)=O